C(C)(C)(C)OOOCC=1SC=CC1 (1-thienyl-methyl) t-butyl-peroxy ether